C(C)OC(=O)C1=C(N(C2=CC=C(C=C12)OCC(CNC1=CC=CC=C1)O)C1=C(C=CC=C1)C)C 5-[2-hydroxy-3-(anilino)-propoxy]-2-methyl-1-(methylphenyl)indole-3-carboxylic acid ethyl ester